[Si](=O)=O.[Au].[Pt] platinum-gold-silicon dioxide